O=S1(CCC(CC1)NC1=C(C(OC(=C1)C(=O)NC=1SC(=NN1)N1N=CC=C1C)=O)OC)=O 4-((1,1-dioxidotetrahydro-2H-thiopyran-4-yl)amino)-3-methoxy-N-(5-(5-methyl-1H-pyrazol-1-yl)-1,3,4-thiadiazol-2-yl)-2-oxo-2H-pyran-6-carboxamide